FC=1C=CC2=C(CCO2)C1CNC1=NC=C(C=2N1C=C(N2)C#N)C2CCNCC2 5-(((5-fluoro-2,3-dihydrobenzofuran-4-yl)methyl)amino)-8-(piperidin-4-yl)imidazo[1,2-c]pyrimidine-2-carbonitrile